3-methyl-2,5-dihydro-1H-pyrrole-1-carboxylic acid tert-butyl ester C(C)(C)(C)OC(=O)N1CC(=CC1)C